BrC1=CC(=C(CN(S(=O)(=O)C2=CC=C(C=C2)C)CC(OC)OC)C=C1)F N-(4-bromo-2-fluorobenzyl)-N-(2,2-dimethoxyethyl)-4-methylbenzenesulfonamide